4-methyl-2-(methylsulfonyl)-6-((1-((2-(trimethylsilyl)ethoxy)methyl)-1H-indazol-4-yl)methyl)-4H-thiazolo[5',4':4,5]Pyrrolo[2,3-d]Pyridazin-5(6H)-one CN1C2=C(C3=C1C(N(N=C3)CC3=C1C=NN(C1=CC=C3)COCC[Si](C)(C)C)=O)SC(=N2)S(=O)(=O)C